(2-(aminomethyl)-4-fluorophenyl)boric acid NCC1=C(C=CC(=C1)F)OB(O)O